C(C(=O)C)(=O)O.FC=1C=CC(=NC1)[C@@]1(CCOC2(C1)CCOCC2)CCNC2CC1=CC=CC=C1C2 (R)-N-(2-(4-(5-fluoropyridin-2-yl)-1,9-dioxaspiro[5.5]undecan-4-yl)ethyl)-2,3-dihydro-1H-inden-2-amine pyruvate